C1(=CC=CC=2SC3=C(C21)C=CC=C3)C3=C(C(=C(C(=C3C3=CC=CC=2SC1=C(C23)C=CC=C1)C1=CC=C(C=C1)N1C2=CC=CC=C2C=2C=C(C=CC12)C)C#N)C1=CC(=NC(=C1)C)C)C1=CC=C(C=C1)N1C2=CC=CC=C2C=2C=C(C=CC12)C 5',6'-bis(dibenzo[b,d]thiophen-1-yl)-3'-(2,6-dimethylpyridin-4-yl)-4,4''-bis(3-methyl-9H-carbazol-9-yl)-[1,1':4',1''-terphenyl]-2'-carbonitrile